ethyl (2S,3S)-2-amino-3-(4-bromothiazol-2-yl)-3-(2,2-difluoroethoxy)propanoate N[C@H](C(=O)OCC)[C@H](OCC(F)F)C=1SC=C(N1)Br